O=C(C[C@@H](O)[C@H](O)C(=O)CO)[O-] 5-dehydro-2-deoxy-D-Gluconate